6-(2-chloro-6-fluorophenyl)-2-{[2'-(cyclopentylcarbonyl)-2',3'-dihydro-1'H-spiro[cyclopropane-1,4'-isoquinolin]-7'-yl]amino}imidazo[1,2-a]pyrimido[5,4-e]pyrimidin-5(6H)-one ClC1=C(C(=CC=C1)F)N1C=2N(C3=C(C1=O)C=NC(=N3)NC3=CC=C1C4(CN(CC1=C3)C(=O)C3CCCC3)CC4)C=CN2